C(C\C=C\CC)O trans-3-HEXEN-1-OL